tert-butyl 2-[5-(2-trimethylsilylethynyl) pyrimidin-2-yl]-2,8-diazaspiro[3.5]nonane-8-carboxylate C[Si](C#CC=1C=NC(=NC1)N1CC2(C1)CCCN(C2)C(=O)OC(C)(C)C)(C)C